4-((tert-butyldimethylsilyl)oxy)-N-(3,5-dichlorophenyl)tetrahydrofuran-3-amine [Si](C)(C)(C(C)(C)C)OC1C(COC1)NC1=CC(=CC(=C1)Cl)Cl